C(C)OP(=O)(C)CC=1C=C(C(=O)OC)C=CC1OC methyl 3-((ethoxy(methyl)phosphoryl)methyl)-4-methoxybenzoate